2-(6-Ethoxy-4-(4-fluoro-2-(4-methyl-4H-1,2,4-triazol-3-yl)phenyl)pyridin-2-yl)-6-(hydroxymethyl)-4-methoxyisoindolin-1-one C(C)OC1=CC(=CC(=N1)N1C(C2=CC(=CC(=C2C1)OC)CO)=O)C1=C(C=C(C=C1)F)C1=NN=CN1C